C(C)(C)(C)OC(CCCCCC)=O heptanoic acid tert-butyl ester